O=C1C=2N(C3=CC=CC=C3N1CCNC(OC(C)(C)C)=O)C=CC2 tert-Butyl N-[2-(4-oxopyrrolo[1,2-a]quinoxalin-5-yl)ethyl]carbamate